[Cr].NC1=CC=CC=C1 (aniline) chromium